5-(3-(2-chloro-4-(trifluoromethoxy)phenoxy)-6-(trifluoromethyl)pyridazine-4-carboxamido)pyridazine 1-oxide ClC1=C(OC=2N=NC(=CC2C(=O)NC=2C=CN=[N+](C2)[O-])C(F)(F)F)C=CC(=C1)OC(F)(F)F